(2R)-2-[[(2R)-2-amino-3-phenyl-propionyl]amino]-4-methyl-pentanoamide benzoate C(C1=CC=CC=C1)(=O)O.N[C@@H](C(=O)N[C@@H](C(=O)N)CC(C)C)CC1=CC=CC=C1